3-(4-(3-(3-Cyclopropyl-1H-pyrazol-4-yl)pyrrolidin-1-yl)pyrimidin-2-yl)-6-(trifluoromethyl)imidazo[1,2-a]pyrazine C1(CC1)C1=NNC=C1C1CN(CC1)C1=NC(=NC=C1)C1=CN=C2N1C=C(N=C2)C(F)(F)F